2,3,4-trimethylhexanal CC(C=O)C(C(CC)C)C